2-(4-fluoro-2-methoxyphenoxy)-N-(3-sulfonylphenyl)-4,6-bis(trifluoromethyl)benzamide FC1=CC(=C(OC2=C(C(=O)NC=3CC(C=CC3)=S(=O)=O)C(=CC(=C2)C(F)(F)F)C(F)(F)F)C=C1)OC